O1C(=CC2=C1C=CC=C2)C2=CC(=C(C(=C2)C(C)C)CC(=O)NS(=O)(=O)C2=CC=C(C=C2)CN(C)C)C(C)C 2-[4-(1-benzofuran-2-yl)-2,6-bis(propan-2-yl)phenyl]-N-{4-[(dimethylamino)methyl]benzene-sulfonyl}acetamide